CC=1OC(=C(N1)C)C1=CC(=C(C=C1)NC=1N=CC2=C(N1)C(=NC(=C2)C)N2CCC(CC2)(C#N)C)OCC 1-(2-((4-(2,4-dimethyloxazol-5-yl)-2-ethoxyphenyl)amino)-6-methylpyrido[3,4-d]pyrimidin-8-yl)-4-methylpiperidine-4-carbonitrile